FC=1C=C(C(=O)OC)C=CC1NN methyl 3-fluoro-4-hydrazinobenzoate